9-(benzyloxy)-2',3a,3',4,5',6'-hexahydro-1H,3H-spiro[pyrido[2,1-f]pyrrolo[2,1-c][1,2,4]triazine-2,4'-thiopyran]-8,10-dione C(C1=CC=CC=C1)OC=1C(C=CN2NC3N(C(C21)=O)CC2(CCSCC2)C3)=O